iodoacetaldehyde n-butyl 2,3-dimethyl-2-cyclopentenyl acetal CC=1C(CCC1C)OC(CI)OCCCC